C/C(/C(=O)N)=C/C(=O)N methyl-maleamid